tert-butyl (1-(3-((3-chloro-5-methylpyridin-4-yl)oxy)-1-(4-methoxybenzyl)-1H-pyrazolo[3,4-b]pyrazin-6-yl)-4-methylpiperidin-4-yl)carbamate ClC=1C=NC=C(C1OC1=NN(C2=NC(=CN=C21)N2CCC(CC2)(C)NC(OC(C)(C)C)=O)CC2=CC=C(C=C2)OC)C